3-(4-fluoro-2',6'-dimethyl-5-(trifluoromethyl)-[1,1'-biphenyl]-3-yl)propionic acid ethyl ester C(C)OC(CCC=1C=C(C=C(C1F)C(F)(F)F)C1=C(C=CC=C1C)C)=O